1-[(3-hydroxypyrazin-2-yl)methyl]-7-methyl-3-[(1r,4r)-4-(2-fluoro-6-methylphenyl)cyclohexyl]-1,8-naphthyridin-2-one OC=1C(=NC=CN1)CN1C(C(=CC2=CC=C(N=C12)C)C1CCC(CC1)C1=C(C=CC=C1C)F)=O